C1(=CC=CC=C1)C1=C(C=CC=C1)C=CC(C=CC1=C(C=CC=C1)C1=CC=CC=C1)=O 1,5-bis(2-phenylphenyl)-1,4-pentadien-3-one